N'-hydroxy-1,3-dimethyl-indazole-6-carboxamidine ON=C(N)C1=CC=C2C(=NN(C2=C1)C)C